hydroxypropyl-trimethylammonium bromide [Br-].OCCC[N+](C)(C)C